(2,2-difluoro-3H-1,4-benzodioxin-6-yl)methanol FC1(COC2=C(O1)C=CC(=C2)CO)F